ClC1=CC=C(C=C1)C(C)N 1-(4-chlorophenyl)ethylamine